CN1N=CC(=C1C1=NC(=NC=C1F)N1CCC(CC1)C(=O)NCC=1N=C(SC1C)C)C 1-(4-(1,4-dimethyl-1H-pyrazol-5-yl)-5-fluoropyrimidin-2-yl)-N-((2,5-dimethylthiazol-4-yl)methyl)piperidine-4-carboxamide